C1=CC=CC=2C3=CC=CC=C3C(C12)COC(=O)NCC(=O)N[C@H](C(=O)O)C(C)C (2S)-2-[[2-(9H-fluoren-9-ylmethoxycarbonylamino)acetyl]amino]-3-methylbutanoic acid